C(C1=CC=CC=C1)OCC=O 2-(benzyloxy)-acetaldehyde